BrC1=C(C(=O)OC)C=C(C=C1F)NC1=NN(C=C1C(N)=O)[C@@H]1COCC[C@H]1C#N methyl 2-bromo-5-[[4-carbamoyl-1-(trans-4-cyanotetrahydro-2H-pyran-3-yl)pyrazol-3-yl]amino]-3-fluoro-benzoate